FC1=CC=C(C=CS(=O)(=O)C=2C(=NOC2C)C)C=C1 4-((4-fluorostyryl)sulfonyl)-3,5-dimethylisoxazole